2-(Perfluorobutyl)ethyl iodide FC(C(C(C(F)(F)F)(F)F)(F)F)(CCI)F